4-Hydroxy-4-((7-nitro-4-oxoquinazolin-3(4H)-yl)methyl)piperidine-1-carboxylic acid tert-butyl ester C(C)(C)(C)OC(=O)N1CCC(CC1)(CN1C=NC2=CC(=CC=C2C1=O)[N+](=O)[O-])O